Cl\C(\C)=C(/CC\C=C(\CC\C=C(\CCC=C(C)C)/C)/C)\C (2Z,6E,10E)-2-chloro-3,7,11,15-tetramethylhexadeca-2,6,10,14-tetraen